isopropyl((S)-(((Z)-2-((2-amino-6-oxo-1,6-dihydro-9H-purin-9-yl)methylene)-1-((isobutyryloxy)methyl)cyclopropyl)methoxy)(phenoxy)phosphoryl)-L-leucinate C(C)(C)N([C@@H](CC(C)C)C(=O)[O-])[P@@](=O)(OC1=CC=CC=C1)OCC1(\C(\C1)=C/N1C=2N=C(NC(C2N=C1)=O)N)COC(C(C)C)=O